C(C)(C)(C)C1=NC(=NO1)C(=O)N[C@H](C)C1=C(C=C(C=C1)C1=CC(=NC=C1)NC(=O)C1CC1)C(F)(F)F (R)-5-(tert-butyl)-N-(1-(4-(2-(cyclopropanecarboxamido)pyridin-4-yl)-2-(trifluoromethyl)phenyl)ethyl)-1,2,4-oxadiazole-3-carboxamide